Cl.FC1=CC=C(C=C1)C=1C=C(C(=NC1)C1CNCC1)C1=NN(C=C1)C 5-(4-fluorophenyl)-3-(1-methyl-1H-pyrazol-3-yl)-2-(pyrrolidin-3-yl)pyridine hydrochloride